C(=O)(O)C[C@@]1([C@H](O)[C@H](O)[C@@H](CO)O1)C1=CNC(=O)NC1=O carboxymethyl-pseudouridine